methyl 2-((1-(phenylsulfonyl)-1H-pyrrolo[2,3-b]pyridine-5-yl)oxy)-4-(4,4,5,5-tetramethyl-1,3,2-dioxaborolan-2-yl)benzoate C1(=CC=CC=C1)S(=O)(=O)N1C=CC=2C1=NC=C(C2)OC2=C(C(=O)OC)C=CC(=C2)B2OC(C(O2)(C)C)(C)C